C1(=CC=CC=C1)C(CC)(C(CC)(C1=CC=CC=C1)C1=CC=CC=C1)C1=CC=CC=C1 3,3,4,4-tetraphenylhexane